bis[3-(3-aminophenoxy)phenyl]sulfone NC=1C=C(OC=2C=C(C=CC2)S(=O)(=O)C2=CC(=CC=C2)OC2=CC(=CC=C2)N)C=CC1